tert-butyl 4-(1,4-dimethyl-1H-pyrazol-5-yl)piperazine-1-carboxylate CN1N=CC(=C1N1CCN(CC1)C(=O)OC(C)(C)C)C